C(#N)C=1C(N(C2=CC(=CC=C2C1N1CCC2(CCN(C2)C(=O)OC(C)(C)C)CC1)N1CCN(CC1)C)C)=O tert-butyl 8-[3-cyano-1-methyl-7-(4-methylpiperazin-1-yl)-2-oxo-1,2-dihydroquinolin-4-yl]-2,8-diazaspiro[4.5]decane-2-carboxylate